Cl[Si](N([Si](Cl)(Cl)Cl)CC)(Cl)Cl 1,1,1,3,3,3-hexachloro-2-ethyldisilazane